rel-2-[(2R)-1-methylpyrrolidin-2-yl]imidazo[1,2-a]pyridin-6-amine CN1[C@H](CCC1)C=1N=C2N(C=C(C=C2)N)C1 |o1:2|